(1R,2S,3R)-2-METHYL-3-VINYLCYCLOHEXANOL C[C@@H]1[C@@H](CCC[C@@H]1C=C)O